NCCS(=O)(=O)N(CC1=C(C=C(C=C1)OC)OC)CC1=C(C=C(C=C1)OC)OC 2-AMINO-N,N-BIS(2,4-DIMETHOXYBENZYL)ETHANESULFONAMIDE